BrC=1C=C(C(N(C1C)C1=NC=C(C=C1)F)=O)C(=O)O 5-bromo-5'-fluoro-6-methyl-2-oxo-2H-[1,2'-bipyridine]-3-carboxylic acid